tert-butyl (R)-3-hydroxybutylcarbamate O[C@@H](CCNC(OC(C)(C)C)=O)C